3-methyl-4-(7-benzyl-2-(2-(dimethylamino)ethoxy)-5,6,7,8-tetrahydropyrido[3,4-d]pyrimidin-4-yl)piperazine CC1CNCCN1C=1C2=C(N=C(N1)OCCN(C)C)CN(CC2)CC2=CC=CC=C2